O=C1N(C=CC=C1C(=O)N)C1=CC(=CC=C1)C(F)(F)F 2-oxo-1-[3-(trifluoromethyl)phenyl]-1,2-dihydropyridine-3-carboxamide